FC=1C=CC(=NC1)NC1=CC(=C(N=N1)C(=O)NC)NC1=CC=CC2=C1OCC=1C2=NN(C1)C 6-((5-fluoropyridin-2-yl)amino)-N-methyl-4-((2-methyl-2,4-dihydrochromeno[4,3-c]pyrazol-6-yl)amino)pyridazine-3-carboxamide